Tert-butyl (12aS)-10-chloro-9-(5-methyl-1H-indazol-4-yl)-6-oxo-3,4,12,12a-tetrahydro-6H-benzo[f]pyrazino[2,1-c][1,4]oxazepine-2(1H)-carboxylate ClC1=C(C=CC=2C(N3[C@H](COC21)CN(CC3)C(=O)OC(C)(C)C)=O)C3=C2C=NNC2=CC=C3C